1-[[2-(2-fluoropropoxy)pyridin-4-yl]methyl]-3-spiro[3.3]heptan-2-ylurea FC(COC1=NC=CC(=C1)CNC(=O)NC1CC2(C1)CCC2)C